Fmoc-γ-aminobutanoic acid C(=O)(OCC1C2=CC=CC=C2C2=CC=CC=C12)C(C(=O)O)CCN